C1(=CC=CC=C1)C=1C(=C(C(=O)O)C=CC1)O.C(C=1C(O)=CC=CC1)(=O)OC1=CC=CC=C1 phenyl salicylate (phenyl o-hydroxybenzoate)